2-(8-fluoro-4-{[(3R)-1-methylpiperidin-3-yl]amino}pyrrolo[1,2-d][1,2,4]triazin-1-yl)-5-(trifluoromethoxy)phenol FC=1C=CN2C(=NN=C(C21)C2=C(C=C(C=C2)OC(F)(F)F)O)N[C@H]2CN(CCC2)C